C(C)(C)C1CCC(CC1)O 4-Isopropylcyclohexanol